(S)-N1-Cyclopropyl-N2-(1-(6,7-difluoro-1-oxo-1,2-dihydroisoquinolin-4-yl)ethyl)-N2-methyloxalamide C1(CC1)NC(C(=O)N(C)[C@@H](C)C1=CNC(C2=CC(=C(C=C12)F)F)=O)=O